OCCN(CCO)CCO tri(2-hydroxyl-ethyl)amine